iron-manganese chloride [Cl-].[Mn+2].[Fe+2].[Cl-].[Cl-].[Cl-]